C(CC)N1C=CC2=CC(=CC=C12)N1C(NC2=C(C1=O)C1=C(S2)CCCCC1)=O 3-(1-propyl-1H-indol-5-yl)-1,5,6,7,8,9-hexahydro-2H-cyclohepta[4,5]thieno[2,3-d]pyrimidine-2,4(3H)-dione